FC1=CC=C(C=C1)C1=C(C=C(C=C1)C(CC)=O)C(F)(F)F 1-(4'-Fluoro-2-(trifluoromethyl)-[1,1'-biphenyl]-4-yl)propan-1-one